NC=1N=C2N(C=C(C=C2)C=2C(=C3C=CNC3=CC2)C)C1C(=O)[C@H]1[C@H](C1)F (2-amino-6-(4-methyl-1H-indol-5-yl)imidazo[1,2-a]pyridin-3-yl)((1S,2S)-2-fluorocyclopropyl)methanone